m-dimethylaminophenyl bromide CN(C=1C=C(C=CC1)Br)C